N1-(5-chloropyridin-2-yl)-4-hydroxypyrrolidine-1,2-dicarboxamide ClC=1C=CC(=NC1)NC(=O)N1C(CC(C1)O)C(=O)N